(S)-3-(3-Bromo-5-fluoro-1H-indazol-1-yl)-N-(6-cyano-5-(trifluoromethyl)pyridin-3-yl)-2-hydroxy-2-methylpropanamide BrC1=NN(C2=CC=C(C=C12)F)C[C@](C(=O)NC=1C=NC(=C(C1)C(F)(F)F)C#N)(C)O